4-((3-chloro-4-fluorophenyl)amino)-6,7-difluoro-1H-indole-2-carboxylic acid ethyl ester C(C)OC(=O)C=1NC2=C(C(=CC(=C2C1)NC1=CC(=C(C=C1)F)Cl)F)F